NC1=NC=C(C2=C1COC2)NC(C(=O)N([C@H](C)C2=NC=CC=C2F)CC=2C=CC1=C(N=CS1)C2)=O (R)-N1-(4-amino-1,3-dihydrofuro[3,4-c]pyridin-7-yl)-N2-(benzo[d]thiazol-5-ylmethyl)-N2-(1-(3-fluoropyridin-2-yl)ethyl)oxalamide